C(=O)NC1=CC=C(C=C1)C formyl-4-methylaniline